C=1N=CN2C1C(CCC2)O 5,6,7,8-tetrahydroimidazo[1,5-a]Pyridin-8-ol